OCC1=C(C=CC=C1)[N+](=O)[O-] 2-hydroxymethyl-1-nitrobenzene